ClC1=C2C(=C(N=N1)N[C@H]1CN(CCC1)C)N(C=C2)C (R)-4-chloro-1-methyl-N-(1-methylpiperidin-3-yl)-1H-pyrrolo[2,3-d]pyridazin-7-amine